(S)-9-bromo-N-(4-(chlorodifluoromethoxy)phenyl)-2-hydroxy-1,2,3,4-tetrahydrobenzo[4,5]imidazo[1,2-a]pyridine-7-carboxamide BrC1=CC(=CC=2N=C3N(C[C@H](CC3)O)C21)C(=O)NC2=CC=C(C=C2)OC(F)(F)Cl